ClCC(=O)NC1=CC=C(C=C1)C(C)=O 2-chloro-N-(4-acetylphenyl)acetamide